O=C(CN1CNC2=NC=C(C=C21)C2=CC(=CC=C2)C(F)(F)F)CC 1-(2-Oxobutyl)-6-[3-(trifluoromethyl)phenyl]-3H-imidazo[4,5-b]pyridin